N-(1-(2-hydroxyethyl)cyclobutyl)-2-methyl-5-((2-(trifluoromethyl)pyridin-3-yl)methoxy)-benzofuran-3-carboxamide OCCC1(CCC1)NC(=O)C1=C(OC2=C1C=C(C=C2)OCC=2C(=NC=CC2)C(F)(F)F)C